F[P-](F)(F)(F)(F)F.[Ru+] ruthenium(1+) hexafluoro-phosphate